(5R,6S)-5-(hydroxymethyl)-2,2-dimethyltetrahydrofurano[2,3-d][1,3]dioxol-6-ol OC[C@@H]1[C@@H](C2C(OC(O2)(C)C)O1)O